CC=1C(=C(C(=O)O)C=CC1)NC1=C(C=NC2=CC=C(C=C12)S(NC(C)=O)(=O)=O)S(=O)(=O)N1CCOCC1 methyl-2-[[6-(acetylsulfamoyl)-3-morpholinosulfonyl-4-quinolyl]amino]benzoic acid